ClC1=NN(C2=NC(=NC=C21)Cl)CCCOC2=NN(C(=C2[N+](=O)[O-])C)C=2C(=NC=CC2)OCF 3,6-dichloro-1-(3-((1-(2-(fluoromethoxy)pyridin-3-yl)-5-methyl-4-nitro-1H-pyrazol-3-yl)oxy)propyl)-1H-pyrazolo[3,4-d]pyrimidine